11b,17a-dihydroxypregn-4-ene-3,20-dione CC(=O)[C@]1(CC[C@@H]2[C@@]1(C[C@H]([C@H]3[C@H]2CCC4=CC(=O)CC[C@]34C)O)C)O